1,4,7-triaza-cyclododecane N1CCNCCNCCCCC1